NC=1C2=C(N=CN1)N(C=C2C2=CC=C(C=C2)NC(=O)NC2=NOC(=C2)C(C)(C)C)CCCCO 1-(4-(4-amino-7-(4-hydroxybutyl)-7H-pyrrolo[2,3-d]pyrimidin-5-yl)phenyl)-3-(5-tert-butyl-isoxazol-3-yl)urea